N-cyclohexyl-2-(2-iodo-4-nitrophenyl)propenamide C1(CCCCC1)NC(C(=C)C1=C(C=C(C=C1)[N+](=O)[O-])I)=O